C1=CC=CC=2C3=CC=CC=C3C(C12)COC(=O)N[C@@H](CC(=O)O)C(=O)N([C@H](C(N[C@H](C(N1CCCCC1)=O)C)=O)CC1=CC=CC=C1)C (3S)-3-(9H-Fluoren-9-ylmethoxycarbonylamino)-4-[methyl-[(2S)-1-oxo-1-[[(2S)-1-oxo-1-piperidin-1-ylpropan-2-yl]amino]-3-phenylpropan-2-yl]amino]-4-oxobutanoic acid